C(C)OCC=1N(C2=C(C(=NC=3C=CC=C(C23)OC)N)N1)CC(C)C 2-(Ethoxymethyl)-1-isobutyl-9-methoxy-1H-imidazo[4,5-c]quinolin-4-amine